ClC=1C(=CC(=NC1)NC1=C(C=C(C(=C1)C)C1CCNCC1)OC(C)C)NC1=C(C=CC=C1)S(=O)(=O)C(C)C 5-chloro-N2-[2-isopropoxy-5-methyl-4-(4-piperidinyl)phenyl]-N4-(2-isopropylsulfonylphenyl)pyridine-2,4-diamine